N-Benzyl-6-(4-(6-((4,4-dimethylpiperidin-1-yl)methyl)pyridin-3-yl)-1-oxa-4,9-diazaspiro[5.5]undecan-9-yl)pyrimidin-4-amine C(C1=CC=CC=C1)NC1=NC=NC(=C1)N1CCC2(CN(CCO2)C=2C=NC(=CC2)CN2CCC(CC2)(C)C)CC1